tetramethyl-pyrene CC=1C2=C(C(=C(C3=CC=C4C=CC=C(C1)C4=C32)C)C)C